C(C)OC(=O)C=1C=C(C2=C(N(C(=N2)CCl)C[C@H]2OCC2)C1)F (S)-2-(chloromethyl)-4-fluoro-1-(oxetan-2-ylmethyl)-1H-benzo[d]imidazole-6-carboxylic acid ethyl ester